N-[4-methoxy-7-(morpholin-4-yl)-[1,3]thiazolo[4,5-c]pyridin-2-yl]-2-methyl-1,3-oxazole-5-carboxamide COC1=NC=C(C2=C1N=C(S2)NC(=O)C2=CN=C(O2)C)N2CCOCC2